COC(CN(CCC[C@H](C(C)C)N1CC2(C1)CN(CC2)C=2N=CN=NC2OC2=C(C(=O)N(C(C)C)CC)C=C(C=C2)F)C)OC (R)-2-((5-(2-(6-((2,2-dimethoxyethyl)(methyl)amino)-2-methylhexan-3-yl)-2,6-diazaspiro[3.4]oct-6-yl)-1,2,4-triazin-6-yl)oxy)-N-ethyl-5-fluoro-N-isopropylbenzamide